disiloxane platinum(0) [Pt].[SiH3]O[SiH3]